ClC1=C(C=CC=C1)N=C=NC1=C(C=CC=C1)Cl bis(o-chlorophenyl)carbodiimide